COC1=C(C=CC(=C1)OC)CNC 1-(2,4-dimethoxyphenyl)-N-methyl-methanamine